tert-butyl 3-(5-(benzyloxy)-7-bromo-6,8-difluoro-2-(((2R,7aS)-2-fluorotetrahydro-1H-pyrrolizin-7a(5H)-yl)methoxy)quinazolin-4-yl)-3,8-diazabicyclo[3.2.1]octane-8-carboxylate C(C1=CC=CC=C1)OC1=C2C(=NC(=NC2=C(C(=C1F)Br)F)OC[C@]12CCCN2C[C@@H](C1)F)N1CC2CCC(C1)N2C(=O)OC(C)(C)C